OCC(C1=NC=CC(=C1)N(S(=O)(=O)C1CC1)CC1=CC=C(C=C1)OC)NC(OC(C)(C)C)=O tert-butyl (2-hydroxy-1-(4-(N-(4-methoxybenzyl)cyclopropanesulfonamido)pyridin-2-yl)ethyl)carbamate